1-(3,7-dinitrophenothiazin-10-yl)ethanone methyl-1-(methylamino)cyclopropane-1-carboxylate hydrochloride Cl.COC(=O)C1(CC1)NC.[N+](=O)([O-])C=1C=CC=2N(C3=CC=C(C=C3SC2C1)[N+](=O)[O-])C(C)=O